3-(4-nitrophenoxy)phenylboronic acid [N+](=O)([O-])C1=CC=C(OC=2C=C(C=CC2)B(O)O)C=C1